NC1=NC=CC=C1C1=NC=2C(=NC(=CC2)C2=CC=CC=C2)N1C=1C=C2CC[C@@H](C2=CC1)NC(=O)C1=CC2=C(NC=N2)C(=C1)C=O N-[(1S)-5-[2-(2-aminopyridin-3-yl)-5-phenylimidazo[4,5-b]pyridin-3-yl]-2,3-dihydro-1H-inden-1-yl]-7-formyl-1H-1,3-benzodiazole-5-carboxamide